N[C@@H](C(C)(O)C)C1=CC=C(C=C1)C#CC (R)-1-amino-2-methyl-1-(4-(prop-1-yn-1-yl)phenyl)propan-2-ol